1-(3-((2R,3S)-3-hydroxypiperidin-2-yl)propyl)-3-methyl-1H-benzo[d]imidazol-2(3H)-one O[C@@H]1[C@H](NCCC1)CCCN1C(N(C2=C1C=CC=C2)C)=O